IC=1C=C2C(=CNC2=CC1)C=1CCN(CC1)CCCCC=1C=NN(C1)C1CCCC1 5-iodo-3-[1,2,3,6-tetrahydro-1-[4-[1-cyclopentyl-1H-pyrazol-4-yl]butyl]-4-pyridinyl]-1H-indole